methyl 2-(2-isopropyl-6-(2-(2-(methyl(piperidin-3-yl)amino)ethoxy)pyridin-4-yl)phenyl)acetate C(C)(C)C1=C(C(=CC=C1)C1=CC(=NC=C1)OCCN(C1CNCCC1)C)CC(=O)OC